C1(CC2C(CC1)O2)CC[Si](OCC)(OCC)OCC (3,4-epoxycyclohexyl)ethyltriethoxysilane